NC1=C(C(=O)NC2=CC=C(C=C2)[N+](=O)[O-])C=CC=C1 amino-N-(4-nitrophenyl)benzamide